COC=1C=C(CN2C(=NC3=C2C=CC=C3)CO)C=CC1 1-(3-methoxybenzyl)-2-hydroxymethyl-1H-benzimidazole